N1-(6-ethylpyridin-2-yl)-5-fluoro-N1,2-dimethylbenzene-1,3-diamine C(C)C1=CC=CC(=N1)N(C1=C(C(=CC(=C1)F)N)C)C